C(C1=CC=CC=C1)N1C=C(C2=C(C=CC=C12)C(=O)NC=1C(=C(C(=C(C1)CC(=O)O)Cl)Cl)F)C (5-{[(1-benzyl-3-methyl-1H-indole-4-yl)carbonyl]amino}-2,3-dichloro-4-fluorophenyl)acetic acid